3-(3-(1,1-difluoroethyl)cyclopentyl)-1H-pyrazole FC(C)(F)C1CC(CC1)C1=NNC=C1